ClC1=C(C=CC(=C1)C)S(=O)(=O)[Na] chloro(4-methylbenzene-1-sulfonyl)sodium